C1(CCC1)C1=C(C(=C2C=NC(=NN21)N[C@H]2[C@@H](CN(CC2)S(=O)(=O)C)F)F)C#C 7-cyclobutyl-6-ethynyl-5-fluoro-N-((3R,4R)-3-fluoro-1-(methylsulfonyl)piperidin-4-yl)pyrrolo[2,1-f][1,2,4]triazin-2-amine